FC=1C=C(C=CC1F)C(=O)N1[C@@H](C=2N(CC1)C(=NN2)C2=NC(=NS2)C)C (R)-(3,4-difluorophenyl)(8-methyl-3-(3-methyl-1,2,4-thiadiazol-5-yl)-5,6-dihydro-[1,2,4]triazolo[4,3-a]pyrazin-7(8H)-yl)methanone